[2H]C(N1C(=NC2=C1C(=CC=C2)F)C2=NON=C2C)(C=2C=NC=CC2)[2H] 3-[1-[dideutero(pyridin-3-yl)methyl]-7-fluoro-benzoimidazol-2-yl]-4-methyl-1,2,5-oxadiazole